BrCCCCC(=O)N[C@@H]1CN(CC[C@H]1C(=O)OCC)C(=O)OC(C)(C)C trans-1-tert-butyl 4-ethyl 3-(5-bromopentanamido)piperidine-1,4-dicarboxylate